tert-butyl 4-((3S,9aS)-3-(4-chlorobenzyl)octahydro-2H-pyrido[1,2-a]pyrazin-2-yl)piperidine-1-carboxylate ClC1=CC=C(C[C@@H]2N(C[C@H]3N(C2)CCCC3)C3CCN(CC3)C(=O)OC(C)(C)C)C=C1